(2S,3R)-1-(4-bromo-5-fluorobenzofuran-7-yl)-2-methylazetidine-3-ol BrC1=C(C=C(C2=C1C=CO2)N2[C@H]([C@@H](C2)O)C)F